The molecule is an O-acylcarnitine having 3-hydroxybutyryl as the acyl substituent. It has a role as a metabolite. It is an O-acylcarnitine, an ammonium betaine and a carboxylic ester. It derives from a carnitine. CC(CC(=O)OC(CC(=O)[O-])C[N+](C)(C)C)O